BrC1=NC=CC(=C1)C1(CC(C1)C)C1=NN=CN1C 2-bromo-4-(3-methyl-1-(4-methyl-4H-1,2,4-triazol-3-yl)cyclobutyl)pyridine